(R)-4-(2-chloro-7-(4-chloro-1-isopropyl-1H-pyrazol-5-yl)thieno[3,2-d]pyrimidine-4-yl)-3-methylmorpholine ClC=1N=C(C2=C(N1)C(=CS2)C2=C(C=NN2C(C)C)Cl)N2[C@@H](COCC2)C